O1CCOC12CCN(CC2)C=2C=C1C(N(C(C1=CC2)=O)[C@H](CS(=O)(=O)C)C2=CC(=C(C=C2)OC)OCC)=O 5-(1,4-dioxa-8-azaspiro[4.5]decan-8-yl)-2-[(1S)-1-(3-ethoxy-4-methoxyphenyl)-2-methylsulfonylethyl]isoindoline-1,3-dione